(R)-1-(5-(2,6-difluorophenyl)-7-methyl-1,6-dihydropyrazolo[4,3-d]pyrido[4,3-f][1,3]diazepin-9-yl)piperidine-3-carbonitrile FC1=C(C(=CC=C1)F)C=1NC2=C(C3=C(N1)C=NN3)C=C(N=C2C)N2C[C@@H](CCC2)C#N